7-nitronaphthalen-1-amine [N+](=O)([O-])C1=CC=C2C=CC=C(C2=C1)N